C(\C=C\C(=O)O)(=O)O.ClC1CN2[C@H](CC(C2=CC1)\C(=C/C(=O)O)\C(=O)O)C1=CC=C(C=C1)F (3R,8aR)-6-chloro-3-(4-fluorophenyl)hexahydroindolizinFumaric acid (Fumarate)